C(C)(C)(C)OC(=O)N1CCC=2C=CC(NC2C1)=O 2-oxo-1,5,6,8-tetrahydro-1,7-naphthyridine-7-carboxylic acid tert-butyl ester